IC1=CC=C(S1)C=1SC(=CC1)C1=CC(=CC=C1)N1C2=CC=CC=C2C=2C=CC=CC12 5-iodo-5'-{3-(carbazol-9-yl)-phenyl}-2,2'-bithiophene